(e)-Boc-l-lysine C(=O)(OC(C)(C)C)N[C@@H](CCCCN)C(=O)O